N-(4-(1-(6-(4,4-difluoropiperidin-1-yl)-5-fluoropyridin-2-yl)-1H-1,2,3-triazol-4-yl)-3-(6-azaspiro[2.5]octan-6-yl)phenyl)-2-hydroxyethane-1-sulfonamide FC1(CCN(CC1)C1=C(C=CC(=N1)N1N=NC(=C1)C1=C(C=C(C=C1)NS(=O)(=O)CCO)N1CCC2(CC2)CC1)F)F